N(=C=O)CCCN(CCCN=C=O)CCCN=C=O trisisocyanatopropyl-amine